2-Amino-4-(butylamino)-6-(4-(2-(pyrrolidin-1-yl)ethoxy)benzyl)pyridin NC1=NC(=CC(=C1)NCCCC)CC1=CC=C(C=C1)OCCN1CCCC1